methyl (5R,8R,9S,10S,13S,14S,17S)-10,13-dimethyl-3-oxohexadecahydro-1H-cyclopenta[a]phenanthrene-17-carboxylate C[C@]12[C@H]3CC[C@@]4([C@H](CC[C@H]4[C@@H]3CC[C@@H]2CC(CC1)=O)C(=O)OC)C